[N-](S(=O)(=O)C(F)(F)F)S(=O)(=O)C(F)(F)F.C(C)[S+](CC)CC Triethylsulfonium bis(trifluoromethylsulfonyl)imid